1,4,7-trioxa-10-azacyclododecane O1CCOCCOCCNCC1